(R,E)-2-fluoro-N-(7-methoxy-4-((2-methoxy-5-methyl-4-(quinoxalin-6-yloxy)phenyl)amino)quinazolin-6-yl)-3-(1-methylpyrrolidin-2-yl)acrylamide F\C(\C(=O)NC=1C=C2C(=NC=NC2=CC1OC)NC1=C(C=C(C(=C1)C)OC=1C=C2N=CC=NC2=CC1)OC)=C\[C@@H]1N(CCC1)C